4'-(((4-(2H-tetrazol-5-yl)phenyl)sulfinyl)methyl)-[1,1'-biphenyl] N=1NN=NC1C1=CC=C(C=C1)S(=O)CC1=CC=C(C=C1)C1=CC=CC=C1